L-lysine (t-butoxycarbonyl)-tert-butyl ester C(C)(C)(C)OC(=O)CC(C)(C)OC([C@@H](N)CCCCN)=O